N=1C=CN2C1C=C(C=C2)C2CN(C2)C(=O)OC(C)(C)C Tert-Butyl 3-(imidazo[1,2-a]pyridin-7-yl)azetidine-1-carboxylate